C(CCCCCCCCCCC)(=O)OC(C(CCC)OC(CCCCCCCCCCC)=O)CCC dodecanoic acid 2-dodecanoyloxy-1-propyl-pentyl ester